n-nonanetetraol C(C(CCCCCCC)O)(O)(O)O